allylpinacol C(C=C)CC(O)(C)C(C)(C)O